ClC=1C=CC(=C(C1)[C@@H]1[C@H](C1)C(=O)NC1=NC=CC(=C1)NCC1=NN2C(N=CC(=C2)C2CC2)=N1)C#N |o1:7,8| (1S*,2S*)-2-(5-chloro-2-cyanophenyl)-N-(4-(((6-cyclopropyl-[1,2,4]triazolo[1,5-a]pyrimidin-2-yl)methyl)amino)pyridin-2-yl)cyclopropane-1-carboxamide